CNS(=O)(=O)C=1C=C2C(=CN(C2=CC1)C1=CC=C(C=C1)C(F)(F)F)C=1OC(=CC1)C n-methyl-3-(5-methylfuran-2-yl)-1-(4-(trifluoromethyl)phenyl)-1H-indole-5-sulfonamide